C1(=CC=CC=C1)[C@H](C)N1N=C(C=C1C(=O)OC)C(=O)OC dimethyl (S)-1-(1-phenylethyl)-1H-pyrazole-3,5-dicarboxylate